C1CNC(N2C1=C1C=CC=CC1=CC2)=O tetrahydro-4H-pyrimido[6,1-a]isoquinolin-4-one